O1C(=CC=C1C=O)C=1OC(=CC1)C=O 2,2'-bifuran-5,5'-dicarboxaldehyde